NCCCN1[C@@H](CCC1)C=1C=NC=CC1 (S)-1-(3-aminopropyl)-2-(3-pyridinyl)pyrrolidine